2-(6-fluorohexyl)-5,6-dimethoxy-3-methylbenzene-1,4-diol FCCCCCCC1=C(C(=C(C(=C1C)O)OC)OC)O